3-tert-butylperoxy-cyclohexane C(C)(C)(C)OOC1CCCCC1